FC1=C(C(=CC=2C3=C(C(=NC12)O[C@@H](C)[C@H]1N(CCC1)C)N=NN3C3CCN(CC3)C(C=C)=O)C(F)(F)F)C=3C=CC(=C1C=CC=NC31)F 1-(4-(6-fluoro-7-(5-fluoroquinolin-8-yl)-4-((S)-1-((S)-1-methylpyrrolidin-2-yl)ethoxy)-8-(trifluoromethyl)-1H-[1,2,3]triazolo[4,5-c]quinolin-1-yl)piperidin-1-yl)prop-2-en-1-one